4-(2H-benzotriazol-2-yl)-5-methyl-1,3-benzenediol N=1N(N=C2C1C=CC=C2)C2=C(C=C(C=C2C)O)O